hydroxy-20-methyl-pregn-4-en-3-one OCC([C@H]1CC[C@H]2[C@@H]3CCC4=CC(CC[C@]4(C)[C@H]3CC[C@]12C)=O)C